2-(chloromethyl)-5-methylthiazole ClCC=1SC(=CN1)C